imidazolo[4,5-c][1,2]thiazine N=1SC=CC=2C1N=CN2